N-Ethyl-5-fluoro-N-isopropyl-2-((4-(7-(((2S,5R)-5-((3-methoxyphenyl)sulfonamido)tetrahydro-2H-pyran-2-yl)methyl)-2,7-diazaspiro[3.5]nonan-2-yl)pyrimidin-5-yl)oxy)benzamide C(C)N(C(C1=C(C=CC(=C1)F)OC=1C(=NC=NC1)N1CC2(C1)CCN(CC2)C[C@H]2OC[C@@H](CC2)NS(=O)(=O)C2=CC(=CC=C2)OC)=O)C(C)C